[2-({[(3-fluoro(2-pyridyl))cyclobutyl]methyl}amino)pyrimidin-5-yl]-N-(1-methylpyrazol-5-yl)carboxamide FC=1C(=NC=CC1)C1(CCC1)CNC1=NC=C(C=N1)C(=O)NC1=CC=NN1C